C(C(=O)[O-])(=O)OCC(C)C mono-isobutyl oxalate